N1(CCC1)C=1C=C2C(=CN(C(C2=CN1)=O)C)C1=CC(=C(C=O)C(=C1)OC)OC 4-[6-(azetidin-1-yl)-2-methyl-1-oxo-2,7-naphthyridin-4-yl]-2,6-dimethoxybenzaldehyde